1-(6-chloro-4-isopropyl-2,7-naphthyridin-1-yl)azetidin-3-ol ClC=1C=C2C(=CN=C(C2=CN1)N1CC(C1)O)C(C)C